7-chloroimidazo[1,2-c]pyrimidin-5(6H)-one ClC1=CC=2N(C(N1)=O)C=CN2